C(C)(C)(C)OC(=O)N1C(CCCC1)CSC=1C=NC(=CC1)O (((6-hydroxypyridin-3-yl)thio)methyl)piperidine-1-carboxylic acid tert-butyl ester